dichlorodipentaerythritol iron palladium [Pd].[Fe].ClC(OC(C(CO)(CO)CO)Cl)C(CO)(CO)CO